C(#N)C1=NC2=CC(=CC(=C2N=C1C)[C@@H](C)NC1=C(C(=O)O)C=CC=C1)C (R)-2-((1-(2-cyano-3,7-dimethylquinoxalin-5-yl)ethyl)amino)benzoic acid